O=CCC1=CC=C(C=C1)NC(OC(C)(C)C)=O tert-butyl N-[4-(2-oxoethyl)phenyl]carbamate